ClC1=NC=CC=C1[C@@H](C)OC(=O)NC1=C(N=NN1C)C1=NC(=C(C(=O)O)C=C1)C(F)(F)F (R)-6-(5-(((1-(2-chloropyridin-3-yl)ethoxy)carbonyl)amino)-1-methyl-1H-1,2,3-triazol-4-yl)-2-(trifluoromethyl)nicotinic acid